O1C=CC2=C1C=C(C=C2)C2=C(C=C1C=C(NC1=C2)CNC(C)=O)Cl N-{[6-(1-benzofuran-6-yl)-5-chloro-2-indolyl]methyl}acetamide